tert-amyl 2-ethylperoxyhexanoate C(C)C(C(=O)OOC(C)(C)CC)CCCC